(R)-2-(4-amino-3-cyclopropyloxy-1H-pyrazol-1-yl)propionitrile NC=1C(=NN(C1)[C@@H](C#N)C)OC1CC1